2-Cyano-4-(1-((5-methoxy-7-methyl-1H-indol-4-yl)methyl)-4-(3,3,3-trifluoropropyl)piperazin-2-yl)benzoic acid C(#N)C1=C(C(=O)O)C=CC(=C1)C1N(CCN(C1)CCC(F)(F)F)CC1=C2C=CNC2=C(C=C1OC)C